6-bromo-7-morpholinobenzo[c][1,2,5]oxadiazol-4-amine BrC=1C=C(C=2C(=NON2)C1N1CCOCC1)N